CNCCCOC=1C(=C2C(=NC1)CCO2)C2=CC(=NN2)NC=2N=CC(=NC2)C#N 5-[(5-{6-[3-(Methylamino)propoxy]-2,3-dihydrofuro[3,2-b]pyridin-7-yl}-1H-pyrazol-3-yl)amino]pyrazine-2-carbonitrile